acryloxymethyltrimethoxy-silane C(C=C)(=O)OC[Si](OC)(OC)OC